C(C1=CC=CC=C1)OC=1C(C=CN2N([C@H]3N(C(C21)=O)CCOC3)C(C3=CC=CC=C3)C3=CC(=C(C=C3)F)F)=O (12aR)-7-(Benzyloxy)-12-[(3,4-difluorophenyl)(phenyl)methyl]-3,4,12,12a-tetrahydro-1H-[1,4]oxazino[3,4-c]pyrido[2,1-f][1,2,4]triazine-6,8-dione